BrC=1C=C2C(=NC1O)N(C=C2)COCC[Si](C)(C)C 5-bromo-1-[[2-(trimethylsilyl)ethoxy]methyl]-1H-pyrrolo[2,3-b]pyridin-6-ol